(E)-4-(3-((2-aminophenyl)amino)-3-oxoprop-1-en-1-yl)-N-((1-benzylpiperidin-4-yl)methyl)benzamide NC1=C(C=CC=C1)NC(/C=C/C1=CC=C(C(=O)NCC2CCN(CC2)CC2=CC=CC=C2)C=C1)=O